1,4-dibromo-2-chloro-5-methylbenzene-3,6-d2 BrC1=C(C(=C(C(=C1[2H])C)Br)[2H])Cl